CC(CSCCSCCS)S methyl-3,6-dithia-1,8-octanedithiol